FC(C(=O)OCC1CCC(CC1)N1N=C2C=C(C(=CC2=C1)N)C(C)(C)O)(F)F [4-[5-Amino-6-(1-hydroxy-1-methyl-ethyl)indazol-2-yl]cyclohexyl]methyl 2,2,2-trifluoroacetate